FC(OC1=CC=CC=2C(N([C@H]3C=4N([C@@H](C21)C3)C3=C(N4)C=CC(=C3)C#CC=3C=NC(=NC3)C(F)(F)F)C([2H])([2H])[2H])=O)F (7R,14R)-1-(difluoromethoxy)-6-(methyl-d3)-11-((2-(trifluoromethyl)pyrimidin-5-yl)ethynyl)-6,7-dihydro-7,14-methanobenzo[f]benzo[4,5]imidazo[1,2-a][1,4]diazocin-5(14H)-one